C1(=CC=CC=C1)S(=O)(=O)C1=CC=CC=C1.[Na] sodium diphenyl sulfone